(S)-5-chloro-2-fluoro-4-((1-(naphthalen-2-yl)ethyl)amino)-N-(thiazol-2-yl)benzenesulfonamide ClC=1C(=CC(=C(C1)S(=O)(=O)NC=1SC=CN1)F)N[C@@H](C)C1=CC2=CC=CC=C2C=C1